3-((2R,4S,5R)-5-((bis(4-methoxyphenyl)(phenyl)methoxy)methyl)-4-hydroxytetrahydrofuran-2-yl)-4-thioxo-3,4-dihydropyrimidin-2(1H)-one COC1=CC=C(C=C1)C(OC[C@@H]1[C@H](C[C@@H](O1)N1C(NC=CC1=S)=O)O)(C1=CC=CC=C1)C1=CC=C(C=C1)OC